FC(C(=O)O)(F)F.C(#N)C=1C=NN2C1C(=CC(=C2)OCC(C)(C)O)C=2C=CC(=NC2)N2CCC(CC2)(C)NC(C(C)(C2=CC=CC=C2)C)=O N-(1-(5-(3-cyano-6-(2-hydroxy-2-methylpropoxy)pyrazolo[1,5-a]pyridin-4-yl)pyridin-2-yl)-4-methylpiperidin-4-yl)-2-methyl-2-phenylpropanamide 2,2,2-trifluoroacetate